FC(C=1C=CC2=C(C[C@H](O2)C=2C=C(C(=O)NCCC(=O)OC)C=CC2)C1)(F)F methyl (S)-3-(3-(5-(trifluoromethyl)-2,3-dihydrobenzofuran-2-yl)benzamido)propanoate